8-(3,4-Dimethoxyphenyl)-3-methyl-1-(4-methylpyrimidin-5-yl)-1,3-dihydro-2H-imidazo[4,5-c]quinolin-2-imine COC=1C=C(C=CC1OC)C1=CC=2C3=C(C=NC2C=C1)N(C(N3C=3C(=NC=NC3)C)=N)C